tert-butyl (S)-3-(((S)-1-(4-(methoxycarbonyl) phenyl) ethyl) carbamoyl)-morpholine-4-carboxylate COC(=O)C1=CC=C(C=C1)[C@H](C)NC(=O)[C@H]1N(CCOC1)C(=O)OC(C)(C)C